(4-fluorophenyl)-N-(3-(2-(2-hydroxyethoxy)-6-morpholinopyridin-4-yl)-4-methylphenyl)-5-(methylsulfonyl)-1H-pyrazole-3-carboxamide FC1=CC=C(C=C1)N1N=C(C=C1S(=O)(=O)C)C(=O)NC1=CC(=C(C=C1)C)C1=CC(=NC(=C1)N1CCOCC1)OCCO